BrC1=NC(=NC(=C1)C)N 4-bromo-6-methylpyrimidin-2-amine